methyl 2-(3-{2-[3-(2-hydroxyphenyl)cinnolin-6-yl]-7-azaspiro[3.5]nonan-7-yl}-1,2-oxazol-5-yl)-3-methylbutanoate OC1=C(C=CC=C1)C=1N=NC2=CC=C(C=C2C1)C1CC2(C1)CCN(CC2)C2=NOC(=C2)C(C(=O)OC)C(C)C